BrC=1C=C(C=2OCCN(C2N1)C(=O)OC(C)(C)C)Br tert-butyl 6,8-dibromo-2H,3H,4H-pyrido[3,2-b][1,4]oxazine-4-carboxylate